COC1=C(C(=O)C2=C(CCCC2)C(=O)O)C=CC(=C1)C 2-(2-methoxy-4-methylbenzoyl)cyclohex-1-ene-1-carboxylic acid